CC1=C(C(=CC=C1)C)C=1N=C2NS(C=3C=CC=C(C(N4CCN(CC(OC(C1)=N2)C4)C(=O)OC(C)(C)C)=O)C3)(=O)=N tert-Butyl 12-(2,6-dimethylphenyl)-8-imino-2,8-dioxo-15-oxa-8λ6-thia-1,9,11,18,22-pentaazatetracyclo[14.4.1.13,7.110,14]tricosa-3,5,7(23),10,12,14(22)-hexaene-18-carboxylate